11β-(4-dimethylaminoethoxyphenyl)-17a-propynyl-17β-hydroxy-4,9-estradien-3-one CN(C)CCOC1=CC=C(C=C1)[C@@H]1C2=C3CCC(C=C3CC[C@H]2[C@@H]2CC[C@@]([C@@]2(C)C1)(O)C#CC)=O